(E)-1-(3-(4-(3-chloropropoxy)-3-methoxyphenyl)acrylamido)cyclohexane-1-carboxylic acid methyl ester COC(=O)C1(CCCCC1)NC(\C=C\C1=CC(=C(C=C1)OCCCCl)OC)=O